N-(o-tolyloxy)acetamide tert-butyl-4-(2-bromo-5-(4-ethoxy-4-oxobutyl)-7-oxo-4,7-dihydro-[1,2,4]triazolo[1,5-a]pyrimidin-6-yl)piperazine-1-carboxylate C(C)(C)(C)OC(=O)N1CCN(CC1)C1=C(NC=2N(C1=O)N=C(N2)Br)CCCC(=O)OCC.C2(=C(C=CC=C2)ONC(C)=O)C